4-(4-chlorophenyl)-2-(1,3-dithian-2-yl)-3-phenyl-6-(3,4,5-trimethoxyphenyl)pyridine ClC1=CC=C(C=C1)C1=C(C(=NC(=C1)C1=CC(=C(C(=C1)OC)OC)OC)C1SCCCS1)C1=CC=CC=C1